N-(3-(2-Hydroxypropyl)-1,2,4-thiadiazol-5-yl)-5-methyl-4-(3-(trifluoromethyl)phenyl)furan-2-Formamide OC(CC1=NSC(=N1)NC(=O)C=1OC(=C(C1)C1=CC(=CC=C1)C(F)(F)F)C)C